C(C1=CC=CC=C1)[C@H]1N=C(OC1)C(C)(C)C=1OC[C@H](N1)CC1=CC=CC=C1 (4R)-4-benzyl-2-[1-[(4R)-4-benzyl-4,5-dihydrooxazol-2-yl]-1-methyl-ethyl]-4,5-dihydrooxazol